N-boc-3-bromo-4-oxopiperidine CC(C)(C)OC(=O)N1CCC(=O)C(C1)Br